OC(CNC(=O)C1=C(SC2=C1C=C(C=C2)OCC2=C(N=CS2)C)C)(C)C N-(2-hydroxy-2-methylpropyl)-2-methyl-5-[(4-methyl-1,3-thiazol-5-yl)methoxy]-1-benzothiophene-3-carboxamide